FC(C1=CC(=NC=C1)OC1=CC=C(C=C1)C=1C=C2C=NC=NC2=C(C1)C=1C=C(C=CC1)NC(C=C)=O)(F)F N-(3-(6-(4-((4-(trifluoromethyl)pyridin-2-yl)oxy)phenyl)quinazolin-8-yl)phenyl)acrylamide